O=C(CC(=O)OCC(COC(C(=C)C)=O)(C)C)C 3-(methacryloyloxy)-2,2-dimethylpropyl 3-oxobutanoate